O[C@H](CC(=O)O)C[C@@H]([C@H](CC)C)O (3S,5S,6S)-3,5-dihydroxy-6-methyloctanoic acid